N1=CC=C(C=C1)[C@@H](C)NC=1C=CC=2N(N1)C(=NN2)C(F)(F)F (R)-N-(1-(pyridin-4-yl)ethyl)-3-(trifluoromethyl)-[1,2,4]triazolo[4,3-b]pyridazin-6-amine